ClC1=NC2=C(C=C(C(=C2C=N1)OC)C(F)F)F 2-chloro-6-(difluoromethyl)-8-fluoro-5-methoxyquinazolin